C(\C=C(\C)/CCC=C(C)C)CC(C)=CCC\C(\C)=C\C=O (2Z,6E,10E)-geranylgeranial